NC=1C=C(C=C(C1)C(F)(F)F)[C@@H](C)NC(=O)C1=NN(C(C=C1)=O)C1=C(C=CC=C1)OC N-[(1R)-1-[3-amino-5-(trifluoromethyl)phenyl]ethyl]-1-(2-methoxyphenyl)-6-oxo-pyridazine-3-carboxamide